C\C(=C/CC=1C(=C(C(=O)O)C(=CC1OC1O[C@@H]([C@H]([C@@H]([C@H]1CO)O)O)O)CCCCCC)O)\CCC=C(C)C 3-[(2E)-3,7-dimethylocta-2,6-dien-1-yl]-6-hexyl-2-hydroxy-4-{[(3R,4R,5S,6S)-4,5,6-trihydroxy-3-(hydroxymethyl)oxan-2-yl]oxy}benzoic acid